COC(C1=C(N=C(C=C1)Cl)NC1=C(C=C(C=C1)F)C=O)=O chloro-2-((4-fluoro-2-formylphenyl)amino)nicotinic acid methyl ester